(5-methylthienyl)(phenyl)methylene(cyclopentadienyl)(fluorenyl)hafnium CC1=CC=C(S1)C(=[Hf](C1=CC=CC=2C3=CC=CC=C3CC12)C1C=CC=C1)C1=CC=CC=C1